BrC1=CC2=C(SC3=C2C=C(C=C3)Br)C=C1 2,8-dibromodibenzothiophene